CNC1CN(C1)C(=O)O[C@@H]1CC[C@H](CC1)C(N(C[C@@H]1CC[C@H](CC1)C1=CC(=C(C=C1)OC)C)C1=CC(=CC=C1)C=1C=NN(C1)C1CC1)=O trans-4-((3-(1-Cyclopropyl-1H-pyrazol-4-yl)phenyl)((trans-4-(4-methoxy-3-methylphenyl)cyclohexyl)methyl)carbamoyl)cyclohexyl 3-(methylamino)azetidine-1-carboxylate